2',2'''-(propane-1,3-diylbis(oxy))bis(3-(2,7-bis(diisopropyl(octyl)silyl)-9H-carbazol-9-yl)-5'-fluoro-3'-methyl-5-(2,4,4-trimethylpenta-2-yl)-[1,1'-biphenyl]-2-ol) C(CCOC1=C(C=C(C=C1C)F)C=1C(=C(C=C(C1)C(C)(CC(C)(C)C)C)N1C2=CC(=CC=C2C=2C=CC(=CC12)[Si](CCCCCCCC)(C(C)C)C(C)C)[Si](CCCCCCCC)(C(C)C)C(C)C)O)OC1=C(C=C(C=C1C)F)C=1C(=C(C=C(C1)C(C)(CC(C)(C)C)C)N1C2=CC(=CC=C2C=2C=CC(=CC12)[Si](CCCCCCCC)(C(C)C)C(C)C)[Si](CCCCCCCC)(C(C)C)C(C)C)O